FC=1C=2N(C=CC1)N=C(C2)[C@H]2N(CCC1=C2N=CN1)C1=NC=CC=N1 (S)-4-(4-fluoropyrazolo[1,5-a]pyridin-2-yl)-5-(pyrimidin-2-yl)-4,5,6,7-tetrahydro-1H-imidazo[4,5-c]pyridine